C1(CCCCC1)C[C@@H](C(=O)O)N(C)C(=O)OCC1C2=CC=CC=C2C=2C=CC=CC12 (2S)-3-cyclohexyl-2-[9H-fluoren-9-yl-methoxycarbonyl-(methyl)amino]propanoic acid